CC(=CC(=O)OCCCCCCO)C 1,6-hexanediol di(methyl)acrylate